FC1=C(C(=O)O)C=C(C(=C1F)C(CC[C@H]1CN(CCO1)C(=O)OC)=O)F (S)-2,3,5-trifluoro-4-(3-(4-(methoxycarbonyl)morpholin-2-yl)propionyl)benzoic acid